NC1=C(C(=NN1C1CC(C1)(C)O)C1=CC=C2C(=C(C(=NC2=C1F)C1=CC=CC=C1)F)OC)C(=O)N 5-amino-3-(3,8-difluoro-4-methoxy-2-phenylquinolin-7-yl)-1-((1s,3s)-3-hydroxy-3-methylcyclobutyl)-1H-pyrazole-4-carboxamide